4-(N-(8'-(difluoromethoxy)-4'H-spiro[cyclopropane-1,5'-naphtho[2,1-d]isoxazol]-3'-yl)sulfamoyl)-3-methoxy-N-methylbenzamide FC(OC1=CC=C2C3(CC=4C(=NOC4C2=C1)NS(=O)(=O)C1=C(C=C(C(=O)NC)C=C1)OC)CC3)F